N[C@@H]1C2=CC=CC=C2CC12CCN(CC2)C=2N=CC(=NC2CO)C#CCN2N=CC1=CC=C(C=C21)C(=O)N (S)-1-(3-(5-(1-amino-1,3-dihydrospiro[indene-2,4'-piperidin]-1'-yl)-6-(hydroxymethyl)pyrazin-2-yl)prop-2-yn-1-yl)-1H-indazole-6-carboxamide